2'-(2-amino-4-methoxypyrimidin-5-yl)-6-chloro-5'-(5-chloro-2-methylphenyl)-3'-isopropyl-3'h-spiro[indoline-3,4'-pyrrolo[3,4-d]imidazole]-2,6'(5'h)-dione NC1=NC=C(C(=N1)OC)C=1N(C2=C(N1)C(N(C21C(NC2=CC(=CC=C21)Cl)=O)C2=C(C=CC(=C2)Cl)C)=O)C(C)C